1-(4-chlorobenzyl)-5-(3-(4-chlorophenyl)-1,2,4-oxadiazol-5-yl)pyridin-2(1H)-one ClC1=CC=C(CN2C(C=CC(=C2)C2=NC(=NO2)C2=CC=C(C=C2)Cl)=O)C=C1